FC(C)(F)C1=NC=CC(=N1)NC1=C(C=NC(=C1)NC(C)=O)C1=NC=C(C=C1)OC(F)F N-(4'-((2-(1,1-difluoroethyl)pyrimidin-4-yl)amino)-5-(difluoromethoxy)-[2,3'-bipyridin]-6'-yl)acetamide